COCCN(CCOC)CC1=C(C=CC=C1)B(O)O (2-([BIS(2-METHOXYETHYL)AMINO]METHYL)PHENYL)BORANEDIOL